(S)-3-(1-methyl-1H-pyrazol-4-yl)-6-((1-phenylethyl)amino)pyrimidine-2,4(1H,3H)-dione CN1N=CC(=C1)N1C(NC(=CC1=O)N[C@@H](C)C1=CC=CC=C1)=O